C(C)(C)(C)OC(NS(NC1=CC=C(C=C1)CC1=NN(C(C2=CC=CC=C12)=O)C)(=O)=O)=O (N-(4-((3-methyl-4-oxo-3,4-dihydro-phthalazin-1-yl)methyl)phenyl)sulfamoyl)carbamic acid tert-butyl ester